2,3-Methylenedioxy-beta-nitrostyrene C1OC2=C(C=C[N+](=O)[O-])C=CC=C2O1